methyl (S)-2-((4-(6-((4-(cyclopropanecarbonyl)-2-methylbenzyl)oxy)pyridin-2-yl)piperidin-1-yl)methyl)-3-(oxetan-2-ylmethyl)-3H-imidazo[4,5-b]pyridine-5-carboxylate C1(CC1)C(=O)C1=CC(=C(COC2=CC=CC(=N2)C2CCN(CC2)CC2=NC=3C(=NC(=CC3)C(=O)OC)N2C[C@H]2OCC2)C=C1)C